FC1=C(COC=2C(=CC(=C(N)C2)F)OC)C(=CC=C1F)OC 5-((2,3-difluoro-6-methoxybenzyl)oxy)-2-fluoro-4-methoxyaniline